N-[(5-cyclopropyl-6-fluoropyridin-2-yl)(phenyl)methyl]-4-fluoro-1-{2-[5-(trifluoromethyl)-1H-pyrazol-1-yl]acetyl}pyrrolidine-2-carboxamide C1(CC1)C=1C=CC(=NC1F)C(NC(=O)C1N(CC(C1)F)C(CN1N=CC=C1C(F)(F)F)=O)C1=CC=CC=C1